NC1(CCOCC1)C1=NN=C(O1)[C@H](CCC(=O)O)NC(=O)N[C@@H](CO)C(=O)O (S)-4-(5-(4-Aminotetrahydro-2H-pyran-4-yl)-1,3,4-oxadiazol-2-yl)-4-(3-((S)-1-carboxy-2-hydroxyethyl)ureido)butanoic acid